F[B-](F)(F)F.C(C)(C)(C)[PH+](C(C)(C)C)C(C)(C)C tristert-butylphosphonium tetrafluoroborate